FC=1C(=NC=NC1)N1CCOCC1 5-fluoro-4-morpholinopyrimidin